17-azido-N,N-dimethyl-3,6,9,12,15-pentaoxaheptadecan-1-amine N(=[N+]=[N-])CCOCCOCCOCCOCCOCCN(C)C